FC1(CCC=2C1=[N+](C=C(C2)C(=O)OC)[O-])F methyl 7,7-difluoro-1-oxido-5,6-dihydrocyclopenta[b]pyridin-1-ium-3-carboxylate